[C@H]1([C@@H](O)[C@@H](O)[C@H](O)[C@H](O1)CO)O[C@@H]1[C@@H]([C@H](O[C@@H]([C@H]1O)CO[C@@H]1[C@@H](O)[C@@H](O)[C@H](O)[C@H](O1)CO)OCCNC(CN([C@@H](C(=O)NCCC(=O)ON1C(CCC1=O)=O)CCN(CC(NCCO[C@@H]1[C@@H](O)[C@@H](O[C@@H]2[C@@H](O)[C@@H](O)[C@H](O)[C@H](O2)CO)[C@H](O)[C@H](O1)CO[C@@H]1[C@@H](O)[C@@H](O)[C@H](O)[C@H](O1)CO)=O)CC(NCCO[C@@H]1[C@@H](O)[C@@H](O[C@@H]2[C@@H](O)[C@@H](O)[C@H](O)[C@H](O2)CO)[C@H](O)[C@H](O1)CO[C@@H]1[C@@H](O)[C@@H](O)[C@H](O)[C@H](O1)CO)=O)CC(NCCO[C@@H]1[C@@H](O)[C@@H](O[C@@H]2[C@@H](O)[C@@H](O)[C@H](O)[C@H](O2)CO)[C@H](O)[C@H](O1)CO[C@@H]1[C@@H](O)[C@@H](O)[C@H](O)[C@H](O1)CO)=O)=O)O 2,5-Dioxopyrrolidin-1-yl (2R)-3-{2,4-bis[bis(2-{[2-({α-D-mannopyranosyl-(1→3)-[α-D-mannopyranosyl-(1→6)]-α-D-mannopyranosyl}oxy)ethyl]amino}-2-oxoethyl)amino]butanamido}propanoate